(S)-4-fluoro-1-(3-fluorophenylmethyl)-N-(5-methyl-4-oxo-2,3,4,5-tetrahydropyrido-[3,2-b][1,4]oxazepin-3-yl)-1H-pyrazole-3-carboxamide FC=1C(=NN(C1)CC1=CC(=CC=C1)F)C(=O)N[C@@H]1C(N(C2=C(OC1)C=CC=N2)C)=O